Oxobutanamide CCC(=O)C(=O)N